C(#N)N=C(NCCCCCCC1CN(CC1)C(=O)C=1NC=CC1)NC1=C(C=NC=C1F)F 2-cyano-1-(6-(1-(2-pyrrolylformyl)pyrrolidine-3-yl)hexyl)-3-(3,5-difluoro-4-pyridinyl)guanidine